C(C)(C)(C)C=1C(=C2C(=NN(C2=CC1)C(=O)O[C@@H](C=1C=NC=CC1)C=1C(=NOC1C1=C(C=C(C=C1)F)F)C1=C(C=C(C=C1)Cl)F)I)Cl (S)-[3-(4-chloro-2-fluorophenyl)-5-(2,4-difluorophenyl)-1,2-oxazol-4-yl](pyridin-3-yl)methanol tert-butyl-4-chloro-3-iodo-indazole-1-carboxylate